C1(CC1)CNC1=NC=CC=C1 N-(cyclopropylmethyl)pyridin-2-amine